4-(4-(2,7-diazaspiro[4.4]nonan-2-ylmethyl)phenoxy)-3-methyl-1H-pyrrolo[2,3-b]pyridine C1N(CCC12CNCC2)CC2=CC=C(OC1=C3C(=NC=C1)NC=C3C)C=C2